3-acetyl-8-bromo-5-chloro-2-((4-((trifluoromethyl)thio)benzyl)sulfinyl)quinolin-4(1H)-one tert-butyl-(3-(cyanomethyl)-5-fluorophenyl)carbamate C(C)(C)(C)N(C(O)=O)C1=CC(=CC(=C1)F)CC#N.C(C)(=O)C1=C(NC2=C(C=CC(=C2C1=O)Cl)Br)S(=O)CC1=CC=C(C=C1)SC(F)(F)F